C(C)N1N=NC2=C1C=C(C=C2)C2=CNC=1N=C(N=CC12)NCC=1C=NC(=CC1)N1CCN(CC1)C 5-(1-ethyl-1H-benzo[d][1,2,3]triazol-6-yl)-N-((6-(4-methylpiperazin-1-yl)pyridin-3-yl)methyl)-7H-pyrrolo[2,3-d]pyrimidin-2-amine